COC=1C(=NC=CC1C1=NOC(=N1)COC)NC1=C(N=NC(=C1)NC(CC(C)C)=O)C(=O)NC([2H])([2H])[2H] 4-({3-methoxy-4-[5-(methoxymethyl)-1,2,4-oxadiazol-3-yl]pyridin-2-yl}amino)-N-(2H3)methyl-6-(3-methylbutanamido)pyridazine-3-carboxamide